3-(2-Aminopyrimidin-5-yl)-1-sulfamoyl-pyrrole-2-carboxylic acid, sodium salt [Na+].NC1=NC=C(C=N1)C1=C(N(C=C1)S(N)(=O)=O)C(=O)[O-]